tert-butyl (1-(4-methyl-3-((1-(naphthalen-1-yl)cyclopropyl)carbamoyl)phenyl) piperidin-4-yl)carbamate CC1=C(C=C(C=C1)N1CCC(CC1)NC(OC(C)(C)C)=O)C(NC1(CC1)C1=CC=CC2=CC=CC=C12)=O